C(CCl)N(CCCl)CCCl 2,2',2'-trichlorotriethylamine